(5Z)-2-amino-5-[(3,5-di-tert-butyl-4-hydroxyphenyl)methylene]-1,3-thiazol-4-one NC=1S\C(\C(N1)=O)=C/C1=CC(=C(C(=C1)C(C)(C)C)O)C(C)(C)C